ClC1=C(C=C(C=C1)C(CNC(C)C)C1=CC=CC=C1)C=1C(=CC=C(C1F)OCCOC)C#N 2'-chloro-6-fluoro-5'-(2-(isopropylamino)-1-phenylethyl)-5-(2-methoxyethoxy)-[1,1'-biphenyl]-2-carbonitrile